(E,E,E)-10,12,14-hexadecatrienal C(CCCCCCCC\C=C\C=C\C=C\C)=O